C(C)(C)(C)OC(=O)N1C[C@@H](N(CC1)CC1=CC(=C(C=C1)Cl)N1CCC(CC1)O)C (S)-4-(4-chloro-3-(4-hydroxypiperidin-1-yl)benzyl)-3-methylpiperazine-1-carboxylic acid tert-butyl ester